E-N-(2-cyano-2'-fluoro-3'-methoxybiphenyl-3-yl)-1-methyl-4,5,6,7-tetrahydro-1H-imidazo[4,5-c]pyridine-2-carboxamide C(#N)C1=C(C=CC=C1NC(=O)C=1N(C2=C(CNCC2)N1)C)C1=C(C(=CC=C1)OC)F